methyl 8-bromo-5,6-difluoro-4-hydroxy-2-naphthoate BrC=1C=C(C(=C2C(=CC(=CC12)C(=O)OC)O)F)F